1,3-bis(2,6-diisopropylphenyl)imidazole C(C)(C)C1=C(C(=CC=C1)C(C)C)N1CN(C=C1)C1=C(C=CC=C1C(C)C)C(C)C